C(C)C1=C(C(=CC=C1)O)CC 1,2-diethyl-3-hydroxybenzene